N1=C(C=CC=C1)COC(N(C1=NC=C(C=N1)C=1C=NC(=NC1)OC)[C@@H]1CC[C@H](CC1)NC1=NC=C(C(=N1)N1CCC(CC1)O)C(F)(F)F)=O.[OH-].[Li+] lithium hydroxide pyridin-2-ylmethyl(trans-4-((4-(4-hydroxypiperidin-1-yl)-5-(trifluoromethyl)pyrimidin-2-yl)amino)cyclohexyl)(2'-methoxy-5,5'-bipyrimidin-2-yl)carbamate